C1(CCCCC1)(CO)CO cyclohexylidenedimethanol